(S)-3-((3-Butyl-7-(ethylthio)-2-methyl-1,1-dioxido-5-phenyl-2,3,4,5-tetrahydro-1,2,5-benzothiadi-azepin-8-yl)oxy)-2,2-dimethylpropanoic acid C(CCC)[C@@H]1N(S(C2=C(N(C1)C1=CC=CC=C1)C=C(C(=C2)OCC(C(=O)O)(C)C)SCC)(=O)=O)C